COC(NC(=O)C(=O)O)(C(=O)O)OC dimethyloxyoxaloglycine